7-(8-bromo-3-(methoxymethoxy)naphthalen-1-yl)-2-((1-((dimethylamino)methyl)cyclopropyl)methoxy)-5,6,7,8-tetrahydropyrido[3,4-d]pyrimidin-4-ol BrC=1C=CC=C2C=C(C=C(C12)N1CC=2N=C(N=C(C2CC1)O)OCC1(CC1)CN(C)C)OCOC